BrC=1N=C(C=2N(C1)C=C(N2)C(=O)N2C[C@H]([C@@]1(CC2)NCC2=CC=CC=C2C1)O)OCC1(CC1)C#N 1-(((6-bromo-2-((3R,3'R)-3'-hydroxy-1,4-dihydro-2H-spiro[isoquinoline-3,4'-piperidine]-1'-carbonyl)imidazo[1,2-a]pyrazin-8-yl)oxy)methyl)cyclopropane-1-carbonitrile